N=1N(N=C2C1C=CC=C2)C2=C(C=CC(=C2)O)O 2-(2H-benzotriazol-2-yl)-1,4-benzenediol